4-(3-(2-((2-methoxyphenyl)amino)-7H-pyrrolo[2,3-d]pyrimidin-7-yl)phenyl)-2-(thiazol-2-yl)but-3-yn-2-ol Hexyl-2E-hexenoate C(CCCCC)/C(/C(=O)OC(C)(C#CC1=CC(=CC=C1)N1C=CC2=C1N=C(N=C2)NC2=C(C=CC=C2)OC)C=2SC=CN2)=C\CCC